6-((2,3'-difluoro-[1,1'-biphenyl]-3-yl)methyl)-7-(methylsulfonyl)-5-azaspiro[2.4]heptane-5-carboxylic acid tert-butyl ester C(C)(C)(C)OC(=O)N1CC2(CC2)C(C1CC=1C(=C(C=CC1)C1=CC(=CC=C1)F)F)S(=O)(=O)C